O1CCN(CC1)C[Si](C)(C)OCC morpholinomethylethoxydimethylsilane